benzyl-(9S)-9-ethyl-5-fluoro-9-hydroxy-1-(((2-hydroxyethyl)amino)methyl)-4-methyl-1,2,3,9,12,15-hexahydro-10H,13H-benzo[de]pyrano[3',4':6,7]indolizino[1,2-b]quinoline-10,13-dione C(C1=CC=CC=C1)C1(CCC=2C=3C1=C1C(=NC3C=C(C2C)F)C2=CC3=C(C(N2C1)=O)COC([C@]3(O)CC)=O)CNCCO